1'-(6-amino-5-((2-amino-3-chloropyridin-4-yl)thio)pyrazin-2-yl)-6-methoxy-1,3-dihydrospiro[indene-2,4'-piperidin]-1-amine NC1=C(N=CC(=N1)N1CCC2(CC1)C(C1=CC(=CC=C1C2)OC)N)SC2=C(C(=NC=C2)N)Cl